1-BENZYL-4-IODO-1H-PYRROLE-2-CARBALDEHYDE C(C1=CC=CC=C1)N1C(=CC(=C1)I)C=O